1-N-heptadecyl-2-piperidone C(CCCCCCCCCCCCCCCC)N1C(CCCC1)=O